S(=O)(=O)(OCC1=C(C=C(C=C1)[N+](=O)[O-])[N+](=O)[O-])C1=CC=C(C)C=C1 2,4-dinitrobenzyl tosylate